(E)-3-(2-(nitro)phenyl)-2-propen-1-ol [N+](=O)([O-])C1=C(C=CC=C1)/C=C/CO